FC=1C=C(C=CC1N1CC(CC1)OC)C=1N=C(SC1C)N 4-(3-fluoro-4-(3-methoxypyrrolidine-1-yl)phenyl)-5-methylthiazole-2-amine